undecane-1,6,11-trisyl triisocyanate C(CCCCC(CCCCCN=C=O)N=C=O)N=C=O